C(CCCCCCC\C=C/CCCCCCCC)(=O)O.[Ce] cerium oleic acid